N-(8-amino-7-fluoro-6-(8-methyl-2,3-dihydro-1H-pyrido[2,3-b][1,4]oxazin-7-yl)isoquinolin-3-yl)-2-(hydroxymethyl)cyclopropane-1-carboxamide NC=1C(=C(C=C2C=C(N=CC12)NC(=O)C1C(C1)CO)C1=C(C2=C(OCCN2)N=C1)C)F